(1-(2-chloro-4-(1-methyl-1H-pyrazol-5-yl)phenyl)-1H-imidazol-4-yl)-N-(1-(methylsulfonyl)piperidin-4-yl)-5-(trifluoromethyl)pyrimidin-2-amine ClC1=C(C=CC(=C1)C1=CC=NN1C)N1C=NC(=C1)C1=NC(=NC=C1C(F)(F)F)NC1CCN(CC1)S(=O)(=O)C